(3R,6S)-6-amino-N-[(1S)-1-cyano-2-[(3S)-2-oxopyrrolidin-3-yl]ethyl]-5-oxo-2,3,6,7,8,8a-hexahydrothiazolo[3,2-a]pyridine-3-carboxamide N[C@H]1CCC2N(C1=O)[C@@H](CS2)C(=O)N[C@@H](C[C@H]2C(NCC2)=O)C#N